[Pd+2].C(C(=O)O)(=O)O.C(C(=O)O)(=O)O.[NH4+] ammonium bis(oxalic acid) palladium